(2,6-dichloro-4-pyridinyl)-N'-phenylurea ClC1=NC(=CC(=C1)NC(=O)NC1=CC=CC=C1)Cl